C1(CCC1)C(C(C(=O)NC1=CC=C(C=C1)C=1C(=NNC1C)C)NC(=O)C=1N(N=CC1)C)C1=CC=CC=C1 N-[1-[cyclobutyl(phenyl)methyl]-2-[4-(3,5-dimethyl-1H-pyrazol-4-yl)anilino]-2-oxo-ethyl]-2-methyl-pyrazole-3-carboxamide